1-((1R,5R)-6-(3-chloro-7-(8-ethynyl-3-hydroxynaphthalen-1-yl)-8-fluoro-1,6-naphthyridin-4-yl)-2,6-diazabicyclo[3.2.0]heptan-2-yl)prop-2-en-1-one ClC=1C=NC2=C(C(=NC=C2C1N1[C@@H]2CCN([C@@H]2C1)C(C=C)=O)C1=CC(=CC2=CC=CC(=C12)C#C)O)F